(S)-2-(8-mercapto-4-oxobenzo[d][1,2,3]triazin-3(4H)-yl)-N-(1-(4-(trifluoromethoxy)phenyl)ethyl)acetamide SC1=CC=CC2=C1N=NN(C2=O)CC(=O)N[C@@H](C)C2=CC=C(C=C2)OC(F)(F)F